C1(CCC1)OC1=C(C=C(CNC(N(CC2CCN(CC2)C)CC2=CC=C(C=C2)F)=O)C=C1)F 3-(4-cyclobutoxy-3-fluorobenzyl)-1-(4-fluorobenzyl)-1-((1-methylpiperidin-4-yl)methyl)urea